N-[(3R)-1-Cyclopropyl-3-piperidyl]-2-(3-methyl-1-oxo-3,4-dihydropyrrolo[1,2-a]pyrazin-2-yl)acetamide hydrochloride Cl.C1(CC1)N1C[C@@H](CCC1)NC(CN1C(C=2N(CC1C)C=CC2)=O)=O